C(=O)O.C(CCCCC)NC(=O)C1CN(CCN1)C(=O)C1=CC=C(C(=O)N2C[C@H]([C@@H](C2)C(=O)N[C@@H]2[C@H](C2)C2=CC=CC=C2)C(=O)N[C@@H]2[C@H](C2)C2=CC=CC=C2)C=C1 (3S,4S)-1-(4-(3-(hexylcarbamoyl)piperazine-1-carbonyl)benzoyl)-N3,N4-bis((1S,2R)-2-phenylcyclopropyl)pyrrolidine-3,4-dicarboxamide formate